2,2-difluoroethyl chloroformate ClC(=O)OCC(F)F